FC1=CC=2N=C(N=C(C2N=C1)O)O 7-fluoropyrido[3,2-d]pyrimidine-2,4-diol